2'-O-methyl-N1-methyl-pseudouridine CO[C@H]1[C@@H](O[C@@H]([C@H]1O)CO)C1=CN(C(=O)NC1=O)C